OCC=1C=C(C=C(C1)C1=C(C=CC=C1)C1=NN=CN1C)N1C(C2=CC=CC(=C2C1)C(F)(F)F)=O 2-(5-(hydroxymethyl)-2'-(4-methyl-4H-1,2,4-triazol-3-yl)-[1,1'-biphenyl]-3-yl)-4-(trifluoromethyl)isoindolin-1-one